3-(5-(4-(3-(1-(((R)-1-(3-amino-5-(trifluoromethyl)phenyl)ethyl)amino)-4-methyl-pyrido[3,4-d]pyridazin-7-yl)benzyl)piperazin-1-yl)-1-oxoisoindolin-2-yl)piperidine-2,6-dione NC=1C=C(C=C(C1)C(F)(F)F)[C@@H](C)NC1=C2C(=C(N=N1)C)C=NC(=C2)C=2C=C(CN1CCN(CC1)C=1C=C3CN(C(C3=CC1)=O)C1C(NC(CC1)=O)=O)C=CC2